3,5-diamino-4-bromopyridine NC=1C=NC=C(C1Br)N